BrC1=C2C(=NC=C1)NC(=N2)C=2C(=NN(C2)C)NC(OC(C)(C)C)=O tert-Butyl (4-(7-bromo-3H-imidazo[4,5-b]pyridin-2-yl)-1-methyl-1H-pyrazol-3-yl)carbamate